4-(2-(4-Aminopiperidin-1-yl)-6-(2-(trifluoromethoxy)phenyl)quinazolin-4-yl)-2-fluorobenzonitrile NC1CCN(CC1)C1=NC2=CC=C(C=C2C(=N1)C1=CC(=C(C#N)C=C1)F)C1=C(C=CC=C1)OC(F)(F)F